FC1=C(C=CC(=C1)C1C(COC2=CC(=CC=C12)O)C1=CC(=CC=C1)OC)N1CCC(CC1)CN(CC#CC=1C=C2CN(C(C2=CC1)=O)C1C(NC(CC1)=O)=O)C 3-(5-(3-(((1-(2-Fluoro-4-(7-hydroxy-3-(3-methoxyphenyl)chroman-4-yl)phenyl)piperidin-4-yl)methyl)(methyl)amino)prop-1-yn-1-yl)-1-oxoisoindolin-2-yl)piperidin-2,6-dion